(R)-6-(1-amino-8-azaspiro[4.5]decan-8-yl)-3-(2,3-dichlorophenyl)pyrazine-2-carbonitrile N[C@@H]1CCCC12CCN(CC2)C2=CN=C(C(=N2)C#N)C2=C(C(=CC=C2)Cl)Cl